Di-t-butyldiperoxyazelate C(C)(C)(C)OOC(CCCCCCCC(=O)OOC(C)(C)C)=O